ClC1=CC=C(COC=2C=C(C=CC2NS(=O)(=O)CC(F)(F)F)C2=NNC(=C2C(=O)N)NC2=NC=C(N=C2)OC)C=C1 3-(3-((4-chlorobenzyl)oxy)-4-((2,2,2-trifluoroethyl)sulfonamido)phenyl)-5-((5-methoxypyrazin-2-yl)amino)-1H-pyrazole-4-carboxamide